NCC1=CC(=CS1)C[C@H](C(=O)OC(C)(C)C)[C@@H]1CN(CC1)C(=O)OC(C)(C)C tert-butyl (R)-3-((S)-3-(5-(aminomethyl)thiophene-3-yl)-1-(tert-butoxy)-1-oxopropane-2-yl)pyrrolidine-1-carboxylate